[Na].[Cu].[Mn].[Fe].[Ni] nickel-iron-manganese-copper sodium